4-(hydroxymethyl)picolinonitrile OCC1=CC(=NC=C1)C#N